chromium silicon oxygen [O].[Si].[Cr]